C1=C(C=C(C(=C1O)O)O)C2=C(C(=O)C3=C(C=C(C=C3O2)O)O)O[C@@H]4[C@@H]([C@H]([C@@H]([C@H](O4)CO)O)O)O The molecule is a myricetin O-glucoside that is myricetin with a alpha-D-glucosyl residue attached at position 3. It has a role as a metabolite. It is an alpha-D-glucoside, a monosaccharide derivative, a myricetin O-glucoside and a pentahydroxyflavone. It derives from an alpha-D-glucose.